3-amino-1H-indazole-6-carboxylic acid methyl ester COC(=O)C1=CC=C2C(=NNC2=C1)N